NC1=C2C([C@]3([C@](OC4=C3C=CC(=C4)[C@@H](C)C4CC4)(C2=CC=C1)O)NC(=O)C=1NC(N(C1C)C)=O)=O N-((4bR,9bR)-1-amino-7-((S)-1-cyclopropylethyl)-4b-hydroxy-10-oxo-4b,10-dihydro-9bH-indeno[1,2-b]benzofuran-9b-yl)-1,5-dimethyl-2-oxo-2,3-dihydro-1H-imidazole-4-carboxamide